Cl.CN1N=C2C(=CC(=CC2=C1)C=1N=C2SC(=NN2C1)N(C1CCN(CC1)C)C)C#N 2-Methyl-5-{2-[methyl(1-methylpiperidin-4-yl)amino]imidazo[2,1-b][1,3,4]thiadiazol-6-yl}-2H-indazol-7-carbonitril Hydrochlorid